[Pt].C1(CCCCC1)(N)N cyclohexanediamine platinum